3-(2-{3-[(4-methane-sulfonyl-2-methoxy-phenyl)amino]prop-1-yn-1-yl}-1-(2,2,2-trifluoroethyl)-1H-indol-4-yl)-1-[(1S,4S)-4-(dimethylamino)cyclohexyl]urea CS(=O)(=O)C1=CC(=C(C=C1)NCC#CC=1N(C2=CC=CC(=C2C1)NC(NC1CCC(CC1)N(C)C)=O)CC(F)(F)F)OC